((4-(difluoromethoxy)-2-fluorophenyl)amino)-2-(2-hydroxyethoxy)-7-methyl-3,4-dihydro-2,7-naphthyridine-1,6(2H,7H)-dione FC(OC1=CC(=C(C=C1)NC1N(C(C2=CN(C(C=C2C1)=O)C)=O)OCCO)F)F